4-fluoro-N-((S)-((1r,4S)-4-fluorocyclohexyl)(5-((S)-2-methoxy-1-((S)-2-oxo-4-(trifluoromethyl)imidazolidin-1-yl)ethyl)benzo[d]-oxazol-2-yl)methyl)-1-methyl-1H-pyrazole-5-carboxamide FC=1C=NN(C1C(=O)N[C@H](C=1OC2=C(N1)C=C(C=C2)[C@@H](COC)N2C(N[C@@H](C2)C(F)(F)F)=O)C2CCC(CC2)F)C